C(C)(C)(C)C1=C(C(=CC(=C1)C)C(C)(C)C)CC(=O)O 2,6-di-t-butyl-4-methylphenylacetic acid